C1(=CC=CC=C1)P(=CC#N)(C1=CC=CC=C1)C1=CC=CC=C1 2-(triphenylphosphoranylidene)acetonitrile